ClC=1C2=C(N=CN1)N(C=C2I)C(C)C2=CC(=NO2)C2=C(C=CC=C2)F 5-[1-(4-chloro-5-iodo-7H-pyrrolo[2,3-d]pyrimidin-7-yl)ethyl]-3-(2-fluorophenyl)isoxazole